BrC=1C=CC(=C(OCC2=C(C=CC(=C2F)F)OC)C1)OC (5-bromo-2-methoxyphenoxymethyl)-3,4-difluoro-1-methoxybenzene